3-((6-methyl-2-((2-morpholinobenzo[d]thiazol-6-yl)amino)quinazolin-4-yl)amino)propan-1-ol CC=1C=C2C(=NC(=NC2=CC1)NC1=CC2=C(N=C(S2)N2CCOCC2)C=C1)NCCCO